1-(4-((6-(2-hydroxy-4-(1H-pyrazol-4-yl)phenyl)pyridazin-3-yl)(methyl)amino)-2,2,6,6-tetramethylpiperidin-1-yl)-2-(methyl(2-(methylamino)ethyl)amino)ethan-1-one OC1=C(C=CC(=C1)C=1C=NNC1)C1=CC=C(N=N1)N(C1CC(N(C(C1)(C)C)C(CN(CCNC)C)=O)(C)C)C